5-isobutylimidazolidine-2,4-dione C(C(C)C)C1C(NC(N1)=O)=O